CN(C1=C(C=C2CN(C(C2=C1)=O)C1C(NC(CC1)=O)=O)C)C 3-(6-(dimethylamino)-5-methyl-1-oxoisoindolin-2-yl)piperidine-2,6-dione